N-(9-((2R,3R,4R)-5-((S)-1-(bis(4-methoxyphenyl)(phenyl)methoxy)ethyl)-4-hydroxy-3-methoxytetrahydrofuran-2-yl)-9H-purin-6-yl)benzamide COC1=CC=C(C=C1)C(O[C@@H](C)C1[C@H]([C@H]([C@@H](O1)N1C2=NC=NC(=C2N=C1)NC(C1=CC=CC=C1)=O)OC)O)(C1=CC=CC=C1)C1=CC=C(C=C1)OC